3-(4-(3,5-Dichlorophenyl)piperazin-1-yl)benzo[d]isoxazole ClC=1C=C(C=C(C1)Cl)N1CCN(CC1)C1=NOC2=C1C=CC=C2